tert-Butyl 3-(5-(3-(1,8-naphthyridin-2-yl)propyl)-1-((2-(trimethylsilyl)ethoxy)-methyl)-1H-pyrazol-3-yl)-3-(3-fluoro-4-methoxyphenyl)propanoate N1=C(C=CC2=CC=CN=C12)CCCC1=CC(=NN1COCC[Si](C)(C)C)C(CC(=O)OC(C)(C)C)C1=CC(=C(C=C1)OC)F